C(CC)=O Propaldehyde